5-chloro-6-(o-tolyl)pyridin-2-amine ClC=1C=CC(=NC1C1=C(C=CC=C1)C)N